(2R)-N-(5-(2,5-difluorophenyl)-6,7-dihydro-5H-pyrrolo[1,2-a]imidazol-2-yl)-2-hydroxypropanamide FC1=C(C=C(C=C1)F)C1CCC=2N1C=C(N2)NC([C@@H](C)O)=O